tert-butyl (3R)-3-[6-[2-hydroxy-6-methyl-4-(trifluoromethoxy)phenyl]pyrido[2,3-b]pyrazin-3-yl]piperidine-1-carboxylate OC1=C(C(=CC(=C1)OC(F)(F)F)C)C=1C=CC=2C(=NC(=CN2)[C@H]2CN(CCC2)C(=O)OC(C)(C)C)N1